ethyl (Z)-3-((5-(bicyclo[1.1.1]pentan-1-yl)-3-butyl-2-methyl-1,1-dioxido-7-(piperidin-1-yl)-2,3,4,5-tetrahydrobenzo[f][1,2,5]thiadiazepin-8-yl)oxy)-2-fluoroacrylate C12(CC(C1)C2)N2CC(N(S(C1=C2C=C(C(=C1)O\C=C(\C(=O)OCC)/F)N1CCCCC1)(=O)=O)C)CCCC